fluoro-2'-oxo-2',3'-dihydro-1'h-spiro[piperidine-3,4'-quinoline]-1-carboxylic acid tert-butyl ester C(C)(C)(C)OC(=O)N1CC2(CC(N(C3=CC=CC=C23)F)=O)CCC1